FC1=C(/C=C/C=2C=NC=CC2)C=C(C(=C1OC)C(C)C)OC (E)-3-(2-fluoro-4-isopropyl-3,5-dimethoxystyryl)pyridine